FC(C(=O)O)(F)F.N[C@H]1CN(CC1)C1=CC2=C(N=C(N=C2)C2=CC3=CN(N=C3C(=C2O)C)C)N=C1 (R)-5-(6-(3-aminopyrrolidin-1-yl)pyrido[2,3-d]pyrimidin-2-yl)-2,7-dimethyl-2H-indazol-6-ol 2,2,2-trifluoroacetate